C(CCCCCC)OCCCCCN1C=[N+](C=C1)CCCCCOCCCCCCC 1,3-bis(5-heptyloxypentyl)imidazolium